C1CCC2C3CCC(=C12)C3 hexahydro-1H-4,7-methanoinden